6-((3S,4R)-4-(4-amino-5-chloro-2-methoxybenzamido)-3-methoxypiperidin-1-yl)-3-methylhexanoic acid tert-butyl ester C(C)(C)(C)OC(CC(CCCN1C[C@@H]([C@@H](CC1)NC(C1=C(C=C(C(=C1)Cl)N)OC)=O)OC)C)=O